(1R,3S)-3-(3-{[(5-chloro-6-methylpyridin-2-yl)acetyl]amino}-1H-pyrazol-5-yl)cyclopentyl tert-butylcarbamate C(C)(C)(C)NC(O[C@H]1C[C@H](CC1)C1=CC(=NN1)NC(CC1=NC(=C(C=C1)Cl)C)=O)=O